6-Bromo-4-(methylamino)-1-phenyl-7-(trifluoromethyl)quinazolin-2(1H)-one BrC=1C=C2C(=NC(N(C2=CC1C(F)(F)F)C1=CC=CC=C1)=O)NC